C(C)(C)(C)OC(=O)C1=CC=C(C=N1)NC1=C(N=NC(=C1)C1=C(C=CC=C1F)F)C(=O)[O-] 4-((6-(tert-butoxycarbonyl)pyridin-3-yl)amino)-6-(2,6-difluorophenyl)pyridazine-3-carboxylate